7-[(2R,4S,5R)-4-[(tert-butyldimethylsilyl)oxy]-5-[(triphenylmethoxy)methyl]oxolan-2-yl]-N-[(2,4-dimethoxyphenyl)methyl]-5-(1H-pyrazol-1-yl)-7H-pyrrolo[2,3-d]pyrimidin-4-amine [Si](C)(C)(C(C)(C)C)O[C@H]1C[C@@H](O[C@@H]1COC(C1=CC=CC=C1)(C1=CC=CC=C1)C1=CC=CC=C1)N1C=C(C2=C1N=CN=C2NCC2=C(C=C(C=C2)OC)OC)N2N=CC=C2